R-citramalyl-coenzyme A C(C[C@@](C)(O)C(=O)O)(=O)SCCNC(CCNC([C@@H](C(COP(OP(OC[C@@H]1[C@H]([C@H]([C@@H](O1)N1C=NC=2C(N)=NC=NC12)O)OP(=O)(O)O)(=O)O)(=O)O)(C)C)O)=O)=O